NC=1NC(C2=C(N1)NC(=C2C2=CC(=CC=C2)F)C2=CC=CC=C2)=O 2-Amino-5-(3-fluorophenyl)-6-phenyl-3,7-dihydro-4H-pyrrolo[2,3-d]pyrimidin-4-one